CN1N=C(C=C1)C(=O)N1CCC(CC1)C(=O)N1N=CCC1C1=CC=CC=C1 (1-methyl-1H-pyrazol-3-yl)(4-(5-phenyl-4,5-dihydro-1H-pyrazole-1-carbonyl)piperidin-1-yl)methanone